2-(4-chloro-3-fluoro-phenoxy)-N-[1-[5-[3-cis-(trifluoromethoxy)cyclobutyl]-1,3,4-oxadiazol-2-yl]-2-oxabicyclo[2.2.2]oct-4-yl]acetamide ClC1=C(C=C(OCC(=O)NC23COC(CC2)(CC3)C=3OC(=NN3)C3(CCC3)OC(F)(F)F)C=C1)F